(6,6-dimethyl-1-(naphthalen-1-yl)-4-oxo-4,5,6,7-tetrahydro-1H-indol-2-yl)(phenyl)methyl benzoate C(C1=CC=CC=C1)(=O)OC(C1=CC=CC=C1)C=1N(C=2CC(CC(C2C1)=O)(C)C)C1=CC=CC2=CC=CC=C12